N1(CCC1)C1=CC=C2C3(CC=4C(=NOC4C2=C1)NS(=O)(=O)C1=C(C=C(C(=O)N([C@H]2CN(CC2)C)C)C=C1OC)OC)CC3 (R)-4-(N-(8'-(azetidin-1-yl)-4'H-spiro[cyclopropane-1,5'-naphtho[2,1-d]isoxazol]-3'-yl)sulfamoyl)-3,5-dimethoxy-N-methyl-N-(1-methylpyrrolidin-3-yl)benzamide